3-oxo-2-pentylcyclopentanamide acetate C(C)(=O)O.O=C1C(C(CC1)C(=O)N)CCCCC